dicyclohexyl-[2-(2,4,6-triisopropylphenyl)phenyl]Phosphomethanesulfonic acid C1(CCCCC1)OS(=O)(=O)C(P(=O)=O)(C1=C(C=CC=C1)C1=C(C=C(C=C1C(C)C)C(C)C)C(C)C)C1CCCCC1